N-(2,3-dihydro-4H-benzo[b][1,4]oxazin-4-yl)-4-(dimethylamino)-1-(2,3,5-trifluorophenyl)-1H-pyrrolo[2,3-b]pyridine-5-carboxamide O1C2=C(N(CC1)NC(=O)C=1C(=C3C(=NC1)N(C=C3)C3=C(C(=CC(=C3)F)F)F)N(C)C)C=CC=C2